ClC(=C(F)F)F 1-chloro-1,2,2-trifluoroethene